NC1=C2N=CN(C2=NC(=N1)F)[C@H]1C[C@@H]([C@@](O1)(C#C)CO[P@](=O)(OC1=CC=CC=C1)N[C@@H](CC1=CC=CC=C1)C(=O)OCCCCC(C(C(C(F)(F)F)(F)F)(F)F)(F)F)O 5,5,6,6,7,7,8,8,8-Nonafluorooctyl ((S)-(((2R,3S,5R)-5-(6-amino-2-fluoro-9H-purin-9-yl)-2-ethynyl-3-hydroxytetrahydrofuran-2-yl)methoxy)(phenoxy)phosphoryl)-L-phenylalaninate